C([O-])(O)=O.[Na+].C([O-])(O)=O.[Na+].CN(C(C(C(C(F)(F)F)(F)F)(F)F)=O)[Si](C)(C)C N-methyl-N-(trimethylsilyl)heptafluorobutyramide Natrium carbonate Natrium bicarbonat